FC1=C(C=C(C=C1)N1C(=CC2=C1C=C1C=NN(C1=C2)C(C(C)(C)C)=O)C2CCOCC2)OC 1-[5-(4-fluoro-3-methoxy-phenyl)-6-tetrahydropyran-4-yl-pyrrolo[2,3-f]indazol-1-yl]-2,2-dimethyl-propan-1-one